2,5-dichloro-N-(2-(trifluoromethyl)phenyl)pyrimidin-4-amine ClC1=NC=C(C(=N1)NC1=C(C=CC=C1)C(F)(F)F)Cl